OCCCO 2-(hydroxymethyl)ethanol